CN(S(=O)(=O)C=1C=C(C=C2C=NNC12)C)CC1=NNC(=C1)C1=CC(N(C=C1)C)=O N,5-dimethyl-N-((5-(1-methyl-2-oxo-1,2-dihydropyridin-4-yl)-1H-pyrazol-3-yl)methyl)-1H-indazole-7-sulfonamide